hexahydro-5-((tetrahydro-2H-pyran-2-yl)oxy)-2H-cyclopenta[b]furan-2-ol O1C(CCCC1)OC1CC2C(OC(C2)O)C1